4-fluoro-N-{[3-fluoro-4-(1-methylcyclopropyl)phenyl](phenyl)methyl}-1-[2-(5-methyl-2,4-dioxo-1,2,3,4-tetrahydropyrimidin-1-yl)acetyl]pyrrolidine-2-carboxamide FC1CC(N(C1)C(CN1C(NC(C(=C1)C)=O)=O)=O)C(=O)NC(C1=CC=CC=C1)C1=CC(=C(C=C1)C1(CC1)C)F